C(#N)COC1=C(C(=C(C=C1)C1=CN=C(N1C)C(=O)NC1=CC(=C(C=C1)C(=O)N1CCC(CC1)C(=O)N1CCS(CC1)(=O)=O)C)F)F 5-(4-(cyanomethoxy)-2,3-difluorophenyl)-N-(4-(4-(1,1-dioxidothiomorpholine-4-carbonyl)piperidine-1-carbonyl)-3-methylphenyl)-1-methyl-1H-imidazole-2-carboxamide